FC1=CC(=C(C=C1)N1N=CC=C(C1=O)C(=O)NC1=CC=C(C=C1)OC1=CC=CC=C1)OC 2-(4-fluoro-2-methoxyphenyl)-3-oxo-N-(4-phenoxyphenyl)-2,3-dihydropyridazine-4-carboxamide